C1(=CC=CC=C1)C=1N=C(NC1C1=CC=CC=C1)C=1C=C(N)C=CC1 3-(4,5-diphenyl-1H-imidazol-2-yl)-aniline